CC(C(C(=O)[O-])=CCCC)(C)C trimethylpropylmethacrylat